N,N-bis(pentafluorophenyl-methyl)-1-butylamine FC1=C(C(=C(C(=C1CN(CC1=C(C(=C(C(=C1F)F)F)F)F)CCCC)F)F)F)F